2-allyl-6-((4-morpholinophenyl)amino)-1-(6-(piperidin-4-yloxy)pyridin-2-yl)-1,2-dihydro-3H-pyrazolo[3,4-d]pyrimidin-3-one C(C=C)N1N(C2=NC(=NC=C2C1=O)NC1=CC=C(C=C1)N1CCOCC1)C1=NC(=CC=C1)OC1CCNCC1